3-(9-((4-(aminomethyl)-2,6-dimethylphenyl)carbamoyl)-4,5-dihydrobenzo[b]thieno[2,3-d]oxepin-8-yl)-6-(bicyclo[2.2.1]heptan-2-ylcarbamoyl)picolinic acid NCC1=CC(=C(C(=C1)C)NC(=O)C1=CC2=C(OCCC3=C2SC=C3)C=C1C=1C(=NC(=CC1)C(NC1C3CCC(C1)C3)=O)C(=O)O)C